2-(5-methylsulfanyl-2-nitro-phenyl)acetonitrile CSC=1C=CC(=C(C1)CC#N)[N+](=O)[O-]